7-hydroxy-4-(4-methoxybenzyl)thieno[3,2-b]pyridin-5(4H)-one OC=1C2=C(N(C(C1)=O)CC1=CC=C(C=C1)OC)C=CS2